3-chloro-2-hydroxypropyl-dimethylbenzyl-ammonium chloride [Cl-].ClCC(C[N+](CC1=CC=CC=C1)(C)C)O